2-(7-chloroimidazo[1,5-a]pyridin-1-yl)-N-(6-((8-cyano-6-cyclopropylimidazo[1,2-a]pyridin-2-yl)methoxy)pyrimidin-4-yl)acetamide ClC1=CC=2N(C=C1)C=NC2CC(=O)NC2=NC=NC(=C2)OCC=2N=C1N(C=C(C=C1C#N)C1CC1)C2